3-benzyl-1-(trans-4-((5-cyano-4-(4-(trifluoromethyl)-piperidin-1-yl)pyrimidin-2-yl)amino)cyclohexyl)-1-(5-(1-methyl-1H-pyrazol-4-yl)pyridin-2-yl)urea C(C1=CC=CC=C1)NC(N(C1=NC=C(C=C1)C=1C=NN(C1)C)[C@@H]1CC[C@H](CC1)NC1=NC=C(C(=N1)N1CCC(CC1)C(F)(F)F)C#N)=O